octyl-2-cyano-3,3-diphenylacrylate C(CCCCCCC)OC(C(=C(C1=CC=CC=C1)C1=CC=CC=C1)C#N)=O